BrC1=NC=C(C(=C1)O)C(C)(C)C 2-bromo-5-(tert-butyl)pyridin-4-ol